ethyl 3-vinylhexanoate C(=C)C(CC(=O)OCC)CCC